3-(1-Isopropyl-3-(5-(trifluoromethyl)pyridin-3-yl)-1H-pyrazol-5-yl)cyclopent-2-enone C(C)(C)N1N=C(C=C1C1=CC(CC1)=O)C=1C=NC=C(C1)C(F)(F)F